FC1=CC2=C(N(N=C2C(=C1)N[C@H]1[C@H](CN(CC1)C)F)C1=NOC(=N1)CNC(=O)C1CC1)C=C N-((3-(5-fluoro-7-(((3S,4R)-3-fluoro-1-methylpiperidin-4-yl)amino)-3-vinyl-2H-indazol-2-yl)-1,2,4-oxadiazol-5-yl)methyl)cyclopropanecarboxamide